C1(CC1)CNC1=NC2=C(C=C(C=C2C(=N1)C)C=1C=C(C(=NC1)OC)C=1C(=C(C=CC1F)S(=O)(=O)N)F)OC1CCOCC1 (5-(2-((cyclopropylmethyl)amino)-4-methyl-8-((tetrahydro-2H-pyran-4-yl)oxy)quinazolin-6-yl)-2-methoxypyridin-3-yl)-2,4-difluorobenzenesulfonamide